C=C(CN1C(C2=CC=CC(=C2C1)C=1C=C(C=CC1)NC(C)=O)=O)C(C1=CC=CC=C1)=O N-{3-[2-(2-methylidene-3-oxo-3-phenylpropyl)-1-oxo-2,3-dihydro-1H-isoindol-4-yl]phenyl}acetamide